4-hydroxy-D-proline methyl ester COC([C@@H]1NCC(C1)O)=O